C(C)(C)(C)OC(C[C@H](C(=O)O)CC1=C(C(=CC(=C1F)F)F)F)=O (R)-4-(tert-butoxy)-4-oxo-2-(2,3,5,6-tetrafluorobenzyl)-butanoic acid